BrC1=CC=CC(=N1)N1C[C@@H](N([C@@H](C1)C)C(=O)OC(C)(C)C)C tert-butyl (2S,6R)-4-(6-bromo-2-pyridyl)-2,6-dimethyl-piperazine-1-carboxylate